sodium 2-(1,1-bis(2-chlorophenyl) propan-2-yl)-5-methoxy-1-methyl-6-oxo-1,6-dihydropyrimidine-4-carboxylate ClC1=C(C=CC=C1)C(C(C)C=1N(C(C(=C(N1)C(=O)[O-])OC)=O)C)C1=C(C=CC=C1)Cl.[Na+]